7-bromo-2-chloro-N-[(thiophen-2-yl)methyl]thieno[3,2-d]pyrimidin-4-amine BrC1=CSC2=C1N=C(N=C2NCC=2SC=CC2)Cl